N-(2-(Cyanomethyl)-6-morpholino-1-oxoisoindolin-5-yl)pyrazolo[1,5-a]pyrimidine-3-carboxamide C(#N)CN1C(C2=CC(=C(C=C2C1)NC(=O)C=1C=NN2C1N=CC=C2)N2CCOCC2)=O